1-(tert-butyl) 3-methyl (3S,5R)-5-(2,3-dichloro-6-(methoxymethoxy)phenyl)pyrrolidine-1,3-dicarboxylate ClC1=C(C(=CC=C1Cl)OCOC)[C@H]1C[C@@H](CN1C(=O)OC(C)(C)C)C(=O)OC